N-(5-(3,5-Dimethoxyphenylethyl)-1H-pyrazol-3-yl)-2-propionamidobenzamide COC=1C=C(C=C(C1)OC)CCC1=CC(=NN1)NC(C1=C(C=CC=C1)NC(CC)=O)=O